2-({7-amino-4-[4-(methylamino)phenyl]-1-oxo-2,3-dihydro-1H-isoindol-2-yl}methyl)prop-2-enenitrile NC=1C=CC(=C2CN(C(C12)=O)CC(C#N)=C)C1=CC=C(C=C1)NC